C(C)[C@H]1[C@H](CNC1)C1=CN=C2N1C1=C(N=C2)NC=C1 8-((3R,4S)-4-ethylpyrrolidin-3-yl)-3H-imidazo[1,2-a]pyrrolo[2,3-e]pyrazine